ClC1=CC=C(C=C1)C1=NN=C(O1)[C@@H]1CC[C@H](CC1)CNC(C1=CN=C(C=C1)C(F)(F)F)=O trans-N-((4-(5-(4-chlorophenyl)-1,3,4-oxadiazol-2-yl)cyclohexyl)methyl)-6-(trifluoromethyl)nicotinamide